NC1=C(C=C(C=C1)C(C)=O)F 1-(4-amino-3-fluorophenyl)ethanone